1-(5-(imidazo[1,2-a]pyrimidin-6-yl)pyrrolo[2,1-f][1,2,4]triazin-2-yl)-N3-methylcyclobutane-1,3-diamine N=1C=CN2C1N=CC(=C2)C=2C=CN1N=C(N=CC12)C1(CC(C1)NC)N